ClC1=CNC2=NC=C(C=C21)C=2C=C1N(N2)CCC12CNC2 2'-(3-chloro-1H-pyrrolo[2,3-b]pyridin-5-yl)-5',6'-dihydrospiro[azetidine-3,4'-pyrrolo[1,2-b]pyrazole]